5-(methyl)pseudouridine CC1([C@H]2[C@H](O)[C@H](O)[C@@H](CO)O2)C=NC(=O)NC1=O